N1=CN=C(C2=C1C=CN2)OC=2C=C(C(=O)OC)C=C(C2)OC methyl 3-((5H-pyrrolo[3,2-d]pyrimidin-4-yl) oxy)-5-methoxybenzoate